N-([3-fluoro-phenyl]-formylAmino)-indole FC=1C=C(C=CC1)N(N1C=CC2=CC=CC=C12)C=O